NC1=C(C(=C(C(=C1[N+](=O)[O-])N)[N+](=O)[O-])N)[N+](=O)[O-] 1,3,5-triamino-2,4,6-trinitrobenzene